FC1=C(C(=O)NN)C(=CC=C1)F 2,6-difluorobenzohydrazide